C1(CC1)C1=NOC(=N1)C(N1C[C@@H](N(C[C@H]1C)C(=O)OC(C)(C)C)C)C1=CC=C(C=C1)F tert-butyl (2s,5r)-4-((3-cyclopropyl-1,2,4-oxadiazol-5-yl) (4-fluorophenyl) methyl)-2,5-dimethylpiperazine-1-carboxylate